CN(C1C[C@@H]2[C@@H](OC(O2)(CCCCCCCC\C=C/C\C=C/CCCCC)CCCCCCCC\C=C/C\C=C/CCCCC)C1)C (3aR,5s,6aS)-N,N-dimethyl-2,2-bis((9Z,12Z)-octadeca-9,12-dienyl)tetrahydro-3aH-cyclopenta[d][1,3]Dioxol-5-amine